BrC=1C=CC=2C3=C(C=NC2C1)N=C(N3)CC3CN(CC3)C(=O)OC(C)(C)C tert-butyl 3-([7-bromo-1H-imidazo[4,5-c]quinolin-2-yl]methyl)pyrrolidine-1-carboxylate